4-{2-(2,4-difluorophenoxy)-5-{[dimethyl(oxo)-λ6-sulfanylidene]amino}-pyridin-3-yl}-6-methyl-1,6-dihydro-7H-pyrrolo[2,3-c]pyridin-7-one FC1=C(OC2=NC=C(C=C2C=2C3=C(C(N(C2)C)=O)NC=C3)N=S(=O)(C)C)C=CC(=C1)F